Cl[Ge](C(C)C)(C(C)C)Cl dichlorodiisopropylgermane